3-bromo-5-fluoro-N-(3-methoxy-2,6-dimethyl-phenyl)-2-methyl-pyridin-4-amine BrC=1C(=NC=C(C1NC1=C(C(=CC=C1C)OC)C)F)C